(6-fluoropyridin-2-yl)methanamine dihydrochloride Cl.Cl.FC1=CC=CC(=N1)CN